O[C@@H](C(=O)OCC1=CC(=CC=C1)C1=CC(=C(C=C1)N1CCOCC1)F)C (2R)-3-[3-fluoro-4-(morpholin-4-yl) phenyl]-benzyl 2-hydroxypropionate